t-butyl peroxide (2-ethylhexanoate) C(C)C(C(=O)O)CCCC.C(C)(C)(C)OOC(C)(C)C